2-Fluoro-N-(1-(methyl-d3)-3-((5-(trifluoromethyl)thiophen-2-yl)ethynyl)-1H-pyrrolo[2,3-b]pyridin-5-yl)acrylamide FC(C(=O)NC=1C=C2C(=NC1)N(C=C2C#CC=2SC(=CC2)C(F)(F)F)C([2H])([2H])[2H])=C